2,7-dimethyl-1,4,4a,9a-tetrahydroanthraquinone CC=1CC2C(C3=CC(=CC=C3C(C2CC1)=O)C)=O